NC1=NC=2N(C=C1)N=C(C2C2=CC(=NC(=C2)C)C#N)C2=CC(=CC=C2)C#N 4-[5-amino-2-(3-cyanophenyl)pyrazolo[1,5-a]pyrimidin-3-yl]-6-methyl-pyridine-2-carbonitrile